(4-(3-chloropropoxy)phenyl)-3-hydroxy-6,7-dimethoxyquinolin-4(1H)-one ClCCCOC1=CC=C(C=C1)N1C=C(C(C2=CC(=C(C=C12)OC)OC)=O)O